C1OC(OCC12COC(OC2)C2=C(C(=C(NC1CCCCC1)C(=C2F)F)F)F)C2=C(C(=C(NC1CCCCC1)C(=C2F)F)F)F 4,4'-(2,4,8,10-tetraoxaspiro[5.5]undecane-3,9-diyl)bis(N-cyclohexyl-2,3,5,6-tetrafluoroaniline)